3-((1-Benzoyl-4-hydroxypiperidin-4-yl)methyl)-6-chloro-7-(4-((3s,6r)-6-methylmorpholin-3-yl)phenyl)-3,7-dihydro-4H-pyrrolo[2,3-d]pyrimidin-4-one C(C1=CC=CC=C1)(=O)N1CCC(CC1)(O)CN1C=NC2=C(C1=O)C=C(N2C2=CC=C(C=C2)[C@@H]2NC[C@H](OC2)C)Cl